C(C1=CC=CC=C1)ON1[C@@H]2CC[C@H](N(C1=O)C2)C(=N)NS(=O)(=O)C2=NC=CN=C2 (2S,5R)-6-(benzyloxy)-7-oxo-N-(pyrazin-2-ylsulfonyl)-1,6-diazabicyclo[3.2.1]octan-2-carboxamidine